BrC1=CC=CC=2N(C(OC21)=O)C2C(NC(CC2)=O)=O 3-(7-Bromo-2-oxo-benzo[d]oxazol-3(2H)-yl)piperidine-2,6-dione